1,3-dioxanol C1COC(OC1)O